ClC1=CC(=C2C=CN(C2=C1Cl)S(=O)(=O)C1=CC=C(C=C1)C)OCCF 6,7-Dichloro-4-(2-fluoroethoxy)-1-(p-tolylsulfonyl)indole